6-(4-methoxypyridin-3-yl)-4-methyl-1H-pyrazolo[4,3-c]pyridine COC1=C(C=NC=C1)C1=CC2=C(C(=N1)C)C=NN2